triallyloxytriazine C=CCOC1=C(N=NN=C1OCC=C)OCC=C